3-chloro-N-tritylpropylamine ClCCCNC(C1=CC=CC=C1)(C1=CC=CC=C1)C1=CC=CC=C1